BrC=1C=C(C(=C(C1)C(OC)OC)I)F 5-bromo-1-(dimethoxymethyl)-3-fluoro-2-iodo-benzene